9,10-dihydro-anthracene-1-ol C1(=CC=CC=2CC3=CC=CC=C3CC12)O